(S)-1-(3-fluoro-4-(((6-(3-methylpiperazin-1-yl)pyridin-2-yl)oxy)methyl)phenyl)ethan-1-one FC=1C=C(C=CC1COC1=NC(=CC=C1)N1C[C@@H](NCC1)C)C(C)=O